O=C1NC(CCC1N1CC2=CC=C(C=C2C1)NCCN1CCNCC1)=O 2-(2,6-dioxopiperidin-3-yl)-5-((2-(piperazin-1-yl)ethyl)amino)isoindoline